3-(5-phenylisoxazol-3-yl)-5-(1-(tetrahydro-2H-pyran-4-yl)-1H-pyrazol-4-yl)pyridin-2-amine C1(=CC=CC=C1)C1=CC(=NO1)C=1C(=NC=C(C1)C=1C=NN(C1)C1CCOCC1)N